N-(2-Cyano-3-(1-methyl-1H-indazol-4-yl)phenyl)-5-((2-hydroxyethylamino)methyl)-1-methyl-2-oxo-1,2-dihydropyridin-3-carboxamid C(#N)C1=C(C=CC=C1C1=C2C=NN(C2=CC=C1)C)NC(=O)C=1C(N(C=C(C1)CNCCO)C)=O